O=C1C=2C=CC=C(C2CCC1)C(=O)O 5-oxo-5,6,7,8-tetrahydronaphthalene-1-carboxylic acid